C1(=CC=CC=C1)N(C1=C(C#N)C(=C(C(=C1C#N)N(C1=CC=CC=C1)C1=CC=CC=C1)F)N(C1=CC=CC=C1)C1=CC=CC=C1)C1=CC=CC=C1 2,4,6-Tris(diphenylamino)-5-fluoroisophthalonitrile